C(CCC)C1CCCCC1 4-n-butylcyclohexane